C1(=CC=CC=C1)CC(O)(OC1=CC=CC=C1)C1=CC=CC=C1 bisphenylphenoxyethanol